2-azido-N,N-dimethyl-ethylamine N(=[N+]=[N-])CCN(C)C